3-(hydroxymethyl)-5-(trifluoromethoxy)benzaldehyde OCC=1C=C(C=O)C=C(C1)OC(F)(F)F